1-(4-(3,4-dichloro-2-oxopyridin-1(2H)-yl)phenyl)-N-ethyl-5-(trifluoromethyl)-1H-pyrazole-4-carboxamide ClC=1C(N(C=CC1Cl)C1=CC=C(C=C1)N1N=CC(=C1C(F)(F)F)C(=O)NCC)=O